bis(4-fluorophenyl)chlorothiophosphorus FC1=CC=C(C=C1)P(SCl)C1=CC=C(C=C1)F